methyl 4-[(3S,5S)-4-tert-butoxy carbonyl-3,5-dimethyl-piperazin-1-yl]-2-[(1-tert-butoxycarbonylpyrrolidin-3-yl)methoxy]-1,3-benzothiazole-7-carboxylate C(C)(C)(C)OC(=O)N1[C@H](CN(C[C@@H]1C)C1=CC=C(C2=C1N=C(S2)OCC2CN(CC2)C(=O)OC(C)(C)C)C(=O)OC)C